ClC=1C=C(C=CC1C#N)N(C1CCC(CC1)NC(OC(C)(C)C)=O)C tert-butyl ((1R,4R)-4-((3-chloro-4-cyanophenyl)(methyl)amino)cyclohexyl)-carbamate